NC1=CC(=C(O[C@@H]2CN(CC2)C(=O)OC(C)(C)C)C=C1)C tert-butyl (S)-3-(4-amino-2-methylphenoxy)pyrrolidine-1-carboxylate